C(C)(C)(C)OC(=O)N1CCC(CC1)CN(C1CC(C1)OC1=CC(=C(C(C(=O)OC)=C1)C(=O)OC)OC)CC dimethyl 5-((1r,3r)-3-(((1-(tert-butoxycarbonyl)piperidin-4-yl)methyl)(ethyl)amino)cyclobutoxy)-3-methoxyphthalate